ClC=1C=CC(=C(C1)S(=O)(=O)NC1=NOC2=C1C(=CC(=C2)CN2N=C1C(=C2)CN(C1)C(C#C)=O)OC)OC 5-chloro-2-methoxy-N-(4-methoxy-6-((5-propioloyl-5,6-dihydropyrrolo[3,4-c]pyrazol-2(4H)-yl)methyl)benzo[d]isoxazol-3-yl)benzenesulfonamide